CC1=NC2=C(C=3CCCCC13)CNC2=O 5-methyl-1,2,6,7,8,9-hexahydro-pyrrolo[3,4-c]isoquinolin-3-one